COC=1C=C2C(=NC(=NC2=CC1OC)C)NC(C)C1=CC=C(S1)C1=C(CNC(=O)C=2NC=CN2)C=C(C=C1)F N-[2-(5-{1-[(6,7-dimethoxy-2-methylquinazolin-4-yl)amino]ethyl}thiophen-2-yl)-5-fluorobenzyl]-1H-imidazole-2-carboxamide